(2S,4S)-4-fluoro-1-[2-[(3R)-3-[(8-methyl-4-quinolyl)amino]pyrrolidin-1-yl]acetyl]pyrrolidine-2-carbonitrile F[C@H]1C[C@H](N(C1)C(CN1C[C@@H](CC1)NC1=CC=NC2=C(C=CC=C12)C)=O)C#N